3-methylene-7-methyl-1,6-octadiene C=C(C=C)CCC=C(C)C